8-Chloro-2-[m-(trifluoromethyl)phenyl]-1,2-dihydro-2,3,7-triaza-1-bora-1-naphthol ClC=1N=CC=C2C=NN(B(C12)O)C1=CC(=CC=C1)C(F)(F)F